5-cyclopropyl-2-[4-({[(2S)-1-ethylpyrrolidin-2-yl]methyl}amino)pyrrolo[1,2-d][1,2,4]triazin-1-yl]-3-fluorophenol formate C(=O)OC1=C(C(=CC(=C1)C1CC1)F)C=1C=2N(C(=NN1)NC[C@H]1N(CCC1)CC)C=CC2